NC1=CC=C(C=C1)N1C(N(C2=C1C=CC=C2)CC2CCC(CC2)NC(C2=C(N=CC(=C2)Cl)C)=O)=O N-((1r,4r)-4-((3-(4-aminophenyl)-2-oxo-2,3-dihydro-1H-benzo[d]imidazol-1-yl)methyl)cyclohexyl)-5-chloro-2-methylnicotinamide